6-cyano-N-[2-(4-methylpiperazin-1-yl)-5-[4-(3-morpholinopropylcarbamoyl)triazol-1-yl]phenyl]-4-(trifluoromethyl)pyridine-3-carboxamide C(#N)C1=CC(=C(C=N1)C(=O)NC1=C(C=CC(=C1)N1N=NC(=C1)C(NCCCN1CCOCC1)=O)N1CCN(CC1)C)C(F)(F)F